1,3-dioxolanylium O1[CH+]OCC1